C(C)C1=C(C(=CC=C1)C)N1/C(/SCC1=O)=N/C(OC(CC1=CC=C(C=C1)C1=NN(C=N1)C1=CC=C(C=C1)OC(F)(F)F)C)=O 1-(4-(1-(4-(Trifluoromethoxy)phenyl)-1H-1,2,4-triazol-3-yl)phenyl)propan-2-yl (Z)-(3-(2-ethyl-6-methylphenyl)-4-oxothiazolidin-2-ylidene)carbamate